tert-butyl (3R,4S)-3-hydroxy-4-((3-(methoxycarbonyl)-4-methylphenyl)amino)pyrrolidine-1-carboxylate O[C@@H]1CN(C[C@@H]1NC1=CC(=C(C=C1)C)C(=O)OC)C(=O)OC(C)(C)C